O=C1NC(CCC1NC=1C=C(C(=NC1)N1CCC(CC1)CN1CCC(CC1)C=1C=C(C=2C=C(C(N(C2C1)C)=O)C)N1CCCC2=CC=C(C=C12)C#N)F)=O 7'-(1-((1-(5-((2,6-dioxopiperidin-3-yl)amino)-3-fluoropyridin-2-yl)piperidin-4-yl)methyl)piperidin-4-yl)-1',3'-dimethyl-2'-oxo-1',2',3,4-tetrahydro-2H-[1,5'-biquinoline]-7-carbonitrile